IC=1C(=NC(=NC1OC)NC(OC(C)(C)C)=O)OC Tert-butyl (5-iodo-4,6-dimethoxypyrimidin-2-yl)carbamate